C(C)(C)(C)OC(C1=CC(=NC(=C1)C(NC)=O)CC1=CC(=CC=C1)OC)=O 2-(3-methoxybenzyl)-6-(methylcarbamoyl)isonicotinic acid tert-butyl ester